acrylic acid dimethylaminoethyl-methyl chloride salt CN(C)CCCCl.C(C=C)(=O)O